2,2'-di[N,N-di(biphenyl-4-yl)amino]-9,9-spirobifluorene C1(=CC=C(C=C1)N(C1=CC=C(C=C1)C1=CC=CC=C1)C1=CC=2C3(C4=CC=CC=C4C2C=C1)C1=CC=CC=C1C=1C=CC(=CC13)N(C1=CC=C(C=C1)C1=CC=CC=C1)C1=CC=C(C=C1)C1=CC=CC=C1)C1=CC=CC=C1